FC1(CN(C1)C(=O)C1(CCOCC1)C1=C(C2=C(NC(=N2)[C@@H](NC2=NC=CN=C2)C2CCC(CC2)(F)F)C=C1)F)F (3,3-Difluoroazetidin-1-yl)(4-{2-[(S)-(4,4-difluorocyclohexyl)(pyrazin-2-ylamino)-methyl]-4-fluoro-1H-benzimidazol-5-yl}tetrahydropyran-4-yl)methanone